trans-eicosenoic acid C(\C=C\CCCCCCCCCCCCCCCCC)(=O)O